5-(5-bromo-2-chlorophenyl)(4-(2-cyclopropoxyethoxy)phenyl)methanone BrC=1C=CC(=C(C1)C=1C(=CC=C(C1)C=O)OCCOC1CC1)Cl